C(#N)C(C(=O)OC1=CC(=CC=C1)OC(C(=C(C1=CC=CC=C1)C1=CC=CC=C1)C#N)=O)=C(C1=CC=CC=C1)C1=CC=CC=C1 1,3-bis-[(2-cyano-3,3-diphenylpropenoyl)oxy]Benzene